C(C1=CC=CC=C1)OC1=C(C(CC1CC(C)=NOC)=O)C1=C(C=C(C=C1C)C)C 3-(benzyloxy)-2-(2,4,6-trimethylphenyl)-4-{2-(methoxyimino)propyl}cyclopent-2-enone